ethyl 2-(cyclopropylcarbonyl)-3-(dimethylamino)acrylate C1(CC1)C(=O)C(C(=O)OCC)=CN(C)C